C(#N)C[C@@H](C1=CC=C(C=C1)S(=O)(=O)CC)NC(C1=CC=C(C=C1)N1[C@@H](CC[C@H](C1)C1=CC=CC=C1)COC(F)F)=O N-((S)-2-cyano-1-(4-(ethylsulfonyl)phenyl)ethyl)-4-((2S,5S)-2-((difluoromethoxy)methyl)-5-phenylpiperidin-1-yl)benzamide